methyl 3-amino-9,9-dimethyl-9H-fluorene-2-carboxylate NC=1C(=CC=2C(C3=CC=CC=C3C2C1)(C)C)C(=O)OC